NC1=NC2=CC(=CC=C2C=C1F)OC[C@H]1O[C@H]([C@@H]([C@@]1(O)C)O)N1C=CC2=C1N=CN=C2N (2R,3S,4R,5R)-2-(((2-amino-3-fluoroquinolin-7-yl)oxy)methyl)-5-(4-amino-7H-pyrrolo[2,3-d]pyrimidin-7-yl)-3-methyltetrahydrofuran-3,4-diol